C(C=C)NNN1C(N=NC(=C1)C(=O)OCC)SC ethyl 4-(2-allylhydrazino)-3-(methylthio)-1,2,4-triazine-6-carboxylate